4-methoxyquinazolin COC1=NC=NC2=CC=CC=C12